5-oximino-1-hexanoate N(O)=C(CCCC(=O)[O-])C